C(=O)(O)C1=C(C(=O)C23C(=O)OC(C2C=C(C=C3)C(C3=C(C(=CC=C3)C(=O)O)C(=O)O)=O)=O)C=CC=C1C(=O)O 1,4-bis(2,3-dicarboxybenzoyl)phthalic anhydride